N-(4-((2-methoxy-3-(1-methyl-1H-1,2,4-triazol-3-yl)phenyl)amino)-5-(methylsulfonyl)pyridin-2-yl)cyclopropanecarboxamide COC1=C(C=CC=C1C1=NN(C=N1)C)NC1=CC(=NC=C1S(=O)(=O)C)NC(=O)C1CC1